3-(4-tridecyl-1-piperazinyl)-1,2-propanediol C(CCCCCCCCCCCC)N1CCN(CC1)CC(CO)O